BrCC1=CC(=CC(=N1)C=O)OC 6-(bromomethyl)-4-methoxypyridineformaldehyde